(trans-2-hydroxycyclopentyl)-5-methyl-6-((6-(1-methyl-1H-pyrazol-3-yl)pyridin-3-yl)methyl)isoindolin-1-one O[C@H]1[C@@H](CCC1)N1C(C2=CC(=C(C=C2C1)C)CC=1C=NC(=CC1)C1=NN(C=C1)C)=O